5-Methoxy-N-(1-(2-methoxyethyl)-3-methyl-1H-indazol-6-yl)-2,2-dimethyl-2H-chromene-6-carboxamide COC1=C2C=CC(OC2=CC=C1C(=O)NC1=CC=C2C(=NN(C2=C1)CCOC)C)(C)C